FC=1C=C(C=NC1)C=1SC(=C(N1)C)NC(C[C@H](C(=O)N[C@H]1C2=C(CN3N(C1=O)CCC3)C=CC=C2)C)=O (R)-N4-(2-(5-Fluoropyridin-3-yl)-4-methylthiazol-5-yl)-2-methyl-N-((S)-11-oxo-2,3,10,11-tetrahydro-1H,5H-benzo[d]pyrazolo[1,2-a][1,2]diazepin-10-yl)succinamid